(2s,3r)-1-(7,8-dichloro-4-(1H-imidazol-1-yl)quinolin-2-yl)-3-hydroxypyrrolidine-2-carboxylic acid methyl ester COC(=O)[C@H]1N(CC[C@H]1O)C1=NC2=C(C(=CC=C2C(=C1)N1C=NC=C1)Cl)Cl